2-[1-(2-cyano-4-fluorophenyl)-1-phenylpropan-2-yl]-5-methoxy-1-methyl-N-(1,2-oxazol-4-yl)-6-oxopyrimidine-4-carboxamide C(#N)C1=C(C=CC(=C1)F)C(C(C)C=1N(C(C(=C(N1)C(=O)NC=1C=NOC1)OC)=O)C)C1=CC=CC=C1